ClC=1C=C(C=CC1C(=C)C)C=1C=C2CCC(C2=CC1)N1CCC(CC1)C(=O)OC methyl 1-(5-(3-chloro-4-(prop-1-en-2-yl)phenyl)-2,3-dihydro-1H-inden-1-yl)piperidine-4-carboxylate